arsenous acid Sodium [Na].[As](O)(O)O